tert-butyl N-(3-bromo-5-nitropyridin-2-yl)-N-[(tert-butoxy)carbonyl]carbamate BrC=1C(=NC=C(C1)[N+](=O)[O-])N(C(OC(C)(C)C)=O)C(=O)OC(C)(C)C